The molecule is the ethyl ester of benazolin. It is used as a post-emergence herbicide used (generally as a salt or ester) for the control of annual weeds in wheat and oilseed rape. It is not approved for use with the European Union. It has a role as a proherbicide and a synthetic auxin. It is a member of benzothiazoles, an organochlorine pesticide and an ethyl ester. It derives from a benazolin. CCOC(=O)CN1C2=C(C=CC=C2Cl)SC1=O